FC(C(C)(O)C1NCCNC1)(F)F 1,1,1-trifluoro-2-(piperazin-2-yl)propan-2-ol